COC(=O)C1=CC=CC=2SC(=CC21)C[C@@H]([C@@H](C2=CC(=C(C(=C2)OC)C)OC)O[Si](C)(C)C(C)(C)C)OC2CCCC2 ((2S,3R)-3-((tert-Butyldimethylsilyl)oxy)-2-(cyclopentyloxy)-3-(3,5-dimethoxy-4-methylphenyl)propyl)benzo[b]thiophene-4-carboxylic acid methyl ester